C(C)N(C(O)=O)C1=CC=C(C=C1)C(C=CC1=CC=CC=C1)=O Ethyl-[4-(3-phenylprop-2-enoyl)phenyl]carbamic acid